C(=O)O.C[C@@H]1CN(C[C@@H](N1)C)C1=C2C(=NC=C1)N(CC2)C(=O)NC2=CC=1N(C=C2OC)N=C(N1)C 4-((3R,5S)-3,5-dimethylpiperazin-1-yl)-N-(6-methoxy-2-methyl-[1,2,4]triazolo[1,5-a]pyridin-7-yl)-2,3-dihydro-1H-pyrrolo[2,3-b]pyridine-1-carboxamide formate